(+)-(2,2-dimethyl-1,3-dioxolan-4-yl)methanamine CC1(OCC(O1)CN)C